[Si](C1=CC=CC=C1)(C1=CC=CC=C1)(C(C)(C)C)OC1CCC(C(C1)(O)C)O 5-((tert-butyldiphenylsilyl)oxy)-1-methylcyclohexane-1,2-diol